The molecule is a chiral mycolic acid analogue comprising 3-hydroxypropanoic acid having a tetracosanyl group at position 2 and a further long-chain alkyl group containing cyclopropyl and keto functions attached at position 3. CCCCCCCCCCCCCCCCCCCCCCCC[C@H]([C@@H](CCCCCCCCCCCCCCC[C@@H]1C[C@@H]1CCCCCCCCCCCCCCCCCCC(=O)C(C)CCCCCCCCCCCCCCCCCC)O)C(=O)O